CC1C=CC2=CC=CC=C12 methyl-1H-inden